C(C=C)(=O)OCCCOC1=CC=C(C=C1)NC(=O)N 4-(3-acryloxypropoxy)-phenylurea